N1(CCC1)C(=O)N1[C@H]([C@H](CC1)NS(=O)(=O)CC)CC=1C=C(C=CC1)C1=CC(=CC=C1)F N-((2S,3S)-1-(azetidin-1-ylcarbonyl)-2-((3'-fluorobiphenyl-3-yl)methyl)pyrrolidin-3-yl)ethanesulfonamide